3-[(3-fluoro-2-methoxyphenyl)amino]-2-{2-[4-(prop-2-enoyl)piperazin-1-yl]pyrido[3,2-d]pyrimidin-8-yl}-1H,5H,6H,7H-pyrrolo[3,2-c]pyridin-4-one FC=1C(=C(C=CC1)NC1=C(NC2=C1C(NCC2)=O)C2=CC=NC1=C2N=C(N=C1)N1CCN(CC1)C(C=C)=O)OC